C1NC[C@H]2[C@@H]1CC(C2)NC(OC(C)(C)C)=O tert-butyl ((3aR,5r,6aS)-octahydrocyclopenta[c]pyrrol-5-yl)carbamate